N-(2-cyanobenzyl)-6-{4-[(6-methoxypyridin-3-yl)oxy]piperidin-1-yl}-5-methylpyridazine-3-carboxamide C(#N)C1=C(CNC(=O)C=2N=NC(=C(C2)C)N2CCC(CC2)OC=2C=NC(=CC2)OC)C=CC=C1